FC(OC1=NC(=C(C=C1NS(=O)(=O)C=1C=2C=CC(=NC2C=CC1)Cl)F)OC(F)F)F N-[2,6-bis(difluoromethoxy)-5-fluoro-3-pyridyl]-2-chloro-quinoline-5-sulfonamide